tert-Butyl (6-chloro-4-(4-fluoro-2-(5-mercapto-4-methyl-4H-1,2,4-triazol-3-yl)phenyl)pyridin-3-yl)(ethyl)carbamate ClC1=CC(=C(C=N1)N(C(OC(C)(C)C)=O)CC)C1=C(C=C(C=C1)F)C1=NN=C(N1C)S